dibutyl-diketophenyl-dimethoxysilane C(CCC)C(O[SiH](OC)C=1C(C(C=CC1)=O)=O)CCCC